ClC=1C2=C(N=CN1)N(C=C2)[C@@H]2O[C@@H]([C@H]1OC(O[C@H]12)(C)C)[C@@H]1OC[C@@H](C2=CC(=CC=C12)Cl)F 4-chloro-7-[(3aR,4R,6R,6aR)-2,2-dimethyl-6-[(1R,4R)-6-chloro-4-fluoro-isochroman-1-yl]-3a,4,6,6a-tetrahydrofuro[3,4-d][1,3]dioxol-4-yl]pyrrolo[2,3-d]pyrimidine